FC(C(=O)O)(F)F.O=C1N(CCC(N1)=O)C1=NN(C2=CC(=CC=C12)N1CC2(CN(C2)C(=O)OC(C)(C)C)C1)C tert-butyl 6-(3-(2,4-dioxotetrahydropyrimidin-1(2H)-yl)-1-methyl-1H-indazol-6-yl)-2,6-diazaspiro[3.3]heptane-2-carboxylate 2,2,2-trifluoroacetate